(2,2,6-trimethyl-1-cyclohexyl)hexan-3-ol CC1(C(C(CCC1)C)CCC(CCC)O)C